6-(2,6-difluorophenyl)-4-((4-ethoxyphenyl)amino)pyridazine-3-carboxylic acid methyl ester COC(=O)C=1N=NC(=CC1NC1=CC=C(C=C1)OCC)C1=C(C=CC=C1F)F